ClC1=C(C=C(C=2CN3[C@@H](COC21)CNCC3)N3C=NC=C3)C3=C(C=CC=C3F)O 2-[(12aR)-10-chloro-7-(1H-imidazol-1-yl)-1,2,3,4,12,12a-hexahydro-6H-pyrazino[2,1-c][1,4]benzooxazepin-9-yl]-3-fluorophenol